[C@H]12COC[C@H](CC1)N2 (1R,5S)-3-oxa-8-azabicyclo[3.2.1]octane